CC1=C(OC(C(=O)O)(C)C)C(=CC(=C1)\C=C\C(=O)C=1OC2=C(C1)C=CC(=C2)SC)C (E)-2-(2,6-dimethyl-4-(3-(6-(methylthio)benzofuran-2-yl)-3-oxoprop-1-en-1-yl)phenoxy)-2-methylpropanoic acid